C1(CC1)C1=CC(=C(N)C=C1)[N+](=O)[O-] 4-cyclopropyl-2-nitroaniline